The molecule is an organic cation obtained by protonation of all five free amino groups of 6'''-oxoneomycin C; major species at pH 7.3. It is an organic cation and an ammonium ion derivative. It is a conjugate acid of a 6'''-oxoneomycin C. C1[C@H]([C@@H]([C@H]([C@@H]([C@H]1[NH3+])O[C@@H]2[C@@H]([C@H]([C@@H]([C@H](O2)C[NH3+])O)O)[NH3+])O[C@H]3[C@@H]([C@@H]([C@H](O3)CO)O[C@@H]4[C@@H]([C@H]([C@@H]([C@H](O4)C=O)O)O)[NH3+])O)O)[NH3+]